tert-butyl (tert-butoxycarbonyl)(7-(6-chloro-5-fluoropyridin-2-yl)-[1,2,4]triazolo[1,5-a]pyridin-2-yl)carbamate C(C)(C)(C)OC(=O)N(C(OC(C)(C)C)=O)C1=NN2C(C=C(C=C2)C2=NC(=C(C=C2)F)Cl)=N1